glucuronic acid trisodium salt [Na+].[Na+].[Na+].O=C[C@H](O)[C@@H](O)[C@H](O)[C@H](O)C(=O)[O-].O=C[C@H](O)[C@@H](O)[C@H](O)[C@H](O)C(=O)[O-].O=C[C@H](O)[C@@H](O)[C@H](O)[C@H](O)C(=O)[O-]